(E)-3-(3-hydroxy-4-(6-(((1S,3R,5R)-1-methyl-8-azabicyclo[3.2.1]octan-3-yl)oxy)pyridazin-3-yl)phenyl)-N-methylacrylamide OC=1C=C(C=CC1C=1N=NC(=CC1)O[C@H]1C[C@@]2(CC[C@H](C1)N2)C)/C=C/C(=O)NC